[13C10,15N5]adenosine monophosphate P(=O)(O)(O)O[13CH2][13C@@H]1[13C@H]([13C@H]([13C@@H](O1)[15N]1[13CH]=[15N][13C]=2[13C]([15NH2])=[15N][13CH]=[15N][13C]12)O)O